N-ethyl-N-(3-dimethylaminopropyl)carbodiimide hydrochloride CCN=C=NCCCN(C)C.Cl